4-carboxythiophenol C(=O)(O)C1=CC=C(C=C1)S